tertbutyl (2-acetamido-5-vinylpyridin-4-yl)carbamate C(C)(=O)NC1=NC=C(C(=C1)NC(OC(C)(C)C)=O)C=C